O.O.O.[Cl-].[Zn+2].[Cl-] Zinc Chloride Trihydrate